1,4-Bis-[4-(3-acryloyloxypropyloxy)benzoyloxy]-2-methylbenzene 2,6-dichloro-4-(2,3-dihydrobenzo[d]thiazole-3-carbonyl)phenyl-propionate ClC1=C(C(=CC(=C1)C(=O)N1CSC2=C1C=CC=C2)Cl)OC(CC)=O.C(C=C)(=O)OCCCOC2=CC=C(C(=O)OC1=C(C=C(C=C1)OC(C1=CC=C(C=C1)OCCCOC(C=C)=O)=O)C)C=C2